(S)-2-((1-(5-([1,1'-biphenyl]-4-yl)-1,3,4-oxadiazol-2-yl)ethyl)carbamoyl)-4-methoxypyridin-3-yl isobutyrate C(C(C)C)(=O)OC=1C(=NC=CC1OC)C(N[C@@H](C)C=1OC(=NN1)C1=CC=C(C=C1)C1=CC=CC=C1)=O